C(#N)C1=CC=C(OC(C(=O)NC2=CC=C(C=C2)C=2C=NC(=CC2)OCC)(C)C)C=C1 2-(4-cyanophenoxy)-N-(4-(6-ethoxypyridin-3-yl)phenyl)-2-methylpropanamide